(S)-tert-butyl 3-methyl-6-(2-(1-methyl-1H-pyrazol-5-yl)benzo[d]thiazol-5-yl)-3,4-dihydropyridine-1(2H)-carboxylate C[C@@H]1CN(C(=CC1)C=1C=CC2=C(N=C(S2)C2=CC=NN2C)C1)C(=O)OC(C)(C)C